1,3-dihydro-2H-imidazo[4,5-c][1,8]naphthyridin-2-one N1C(NC=2C=NC=3N=CC=CC3C21)=O